2-(2-(cyclopropanesulfonylamino)pyrimidin-4-yl)-N-(2-fluoro-4-(6-isopropoxypyrazin-2-yl)phenyl)-2-methylpropanamide C1(CC1)S(=O)(=O)NC1=NC=CC(=N1)C(C(=O)NC1=C(C=C(C=C1)C1=NC(=CN=C1)OC(C)C)F)(C)C